C(C)(C)(C)OC(=O)N1[C@@H](CN([C@@H](C1)C)C(C1=CC=C(C=C1)F)C1=CC=C(C=C1)F)C (2R,5R)-4-(bis(4-fluorophenyl)methyl)-2,5-dimethylpiperazine-1-carboxylic acid tert-butyl ester